1,4-Bis(isocyanatoethyl)-cyclohexan N(=C=O)CCC1CCC(CC1)CCN=C=O